N1=C(C=CC=C1C1=CC=C(C=O)C=C1)C1=CC=C(C=O)C=C1 4,4'-(pyridine-2,6-diyl)dibenzoaldehyde